2-(2-(3,5-difluorobenzyl)-2,6-dihydropyrrolo[3,4-c]pyrazol-5(4H)-yl)-N,N-dimethylpyrimidine-4-carboxamide FC=1C=C(CN2N=C3C(=C2)CN(C3)C3=NC=CC(=N3)C(=O)N(C)C)C=C(C1)F